FC(C(C)(C)O)(F)C=1C(=C(C=CC1)[C@@H](C)NC1=NC(=NC2=CC3=C(C=C12)C(C(N3C)=O)(C)C)CC)F (R)-4-((1-(3-(1,1-difluoro-2-hydroxy-2-methylpropyl)-2-fluorophenyl)ethyl)amino)-2-ethyl-6,6,8-trimethyl-6,8-dihydro-7H-pyrrolo[3,2-g]quinazolin-7-one